disulfurous Acid S(=O)(O)OS(=O)O